N-(5-((2-(difluoromethyl)-1-methyl-1H-benzo[d]imidazol-6-yl)ethynyl)-8-(methylamino)-2,7-naphthyridin-3-yl)cyclopropanecarboxamide FC(C1=NC2=C(N1C)C=C(C=C2)C#CC2=C1C=C(N=CC1=C(N=C2)NC)NC(=O)C2CC2)F